N4-{4-amino-[1,1'-biphenyl]-2-yl}-N2-(1-methyl-1H-pyrazol-4-yl)pyrimidine-2,4-diamine NC1=CC(=C(C=C1)C1=CC=CC=C1)NC1=NC(=NC=C1)NC=1C=NN(C1)C